6-(1-fluorovinyl)-2-(4-methoxybenzyl)phthalazin-1(2H)-one FC(=C)C=1C=C2C=NN(C(C2=CC1)=O)CC1=CC=C(C=C1)OC